N,N'-diallyl-1,4-bisacrylamido-(2E)-but-2-ene C(C=C)N(C(C=C)=O)C\C=C\CN(C(C=C)=O)CC=C